O[C@@H](CN(CC(=O)O)C)C1=CC(=CC=C1)O (R)-2-((2-hydroxy-2-(3-hydroxyphenyl)ethyl)(methyl)amino)acetic acid